FC1=C(C=C(C(=C1)F)F)C(C#N)C#N 2-(2,4,5-trifluorophenyl)malononitrile